methyl-chloro-pyridinecarboxylic acid zinc [Zn].CC1=C(C(=NC=C1)C(=O)O)Cl